(R)-4-(2-Cyclopropyl-6-(6-(1-((oxetan-3-ylmethyl)amino)ethyl)-1-oxoisoindolin-2-yl)pyridin-4-yl)-3-(4-methyl-4H-1,2,4-triazol-3-yl)benzonitrile C1(CC1)C1=NC(=CC(=C1)C1=C(C=C(C#N)C=C1)C1=NN=CN1C)N1C(C2=CC(=CC=C2C1)[C@@H](C)NCC1COC1)=O